(3-Chloro-6-methoxybenzo[b]thiophen-2-yl)(o-tolyl)methanone ClC=1C2=C(SC1C(=O)C1=C(C=CC=C1)C)C=C(C=C2)OC